titanium bis(hydrogen phosphate) P(=O)(O)([O-])[O-].P(=O)(O)([O-])[O-].[Ti+4]